NCCN1CCN(CC1)CC(=O)O 2-(4-(2-aminoethyl)piperazin-1-yl)acetic acid